calcium (3-hydroxy-4-[(4-methyl-2-sulfophenyl) azo]-2-naphthoate) OC=1C(=CC2=CC=CC=C2C1N=NC1=C(C=C(C=C1)C)S(=O)(=O)O)C(=O)[O-].[Ca+2].OC=1C(=CC2=CC=CC=C2C1N=NC1=C(C=C(C=C1)C)S(=O)(=O)O)C(=O)[O-]